hydroxy(4-(4-methoxy-3-methylphenyl)bicyclo[2.2.2]Octane-1-yl)methanesulfonic acid potassium [K].OC(S(=O)(=O)O)C12CCC(CC1)(CC2)C2=CC(=C(C=C2)OC)C